5-bromo-4-methoxy-N1-methylbenzene-1,2-diamine BrC1=C(C=C(C(=C1)NC)N)OC